4-(3-isopropyl-2-(7-methyl-3-(methylcarbamoyl)pyrazolo[1,5-a]pyridin-5-yl)-1H-indol-5-yl)piperidine-1-carboxylic acid tert-butyl ester C(C)(C)(C)OC(=O)N1CCC(CC1)C=1C=C2C(=C(NC2=CC1)C1=CC=2N(C(=C1)C)N=CC2C(NC)=O)C(C)C